methyl (1S)-4'-chloro-2',3'-difluoro-3-oxospiro[cyclohexane-1,1'-indene]-4-carboxylate ClC1=C2C(=C([C@]3(C2=CC=C1)CC(C(CC3)C(=O)OC)=O)F)F